O3-tert-butyl O6-ethyl (1s,5r,6s)-3-azabicyclo[3.1.0]hexane-3,6-dicarboxylate [C@@H]12CN(C[C@H]2C1C(=O)OCC)C(=O)OC(C)(C)C